COC(=O)C=1C(C(=C(OC1C)N)C#N)C1=C(N=CS1)C(F)(F)F 2-amino-3-cyano-4-(4-trifluoromethyl-5-thiazolyl)-6-methyl-4H-pyran-5-carboxylic acid methyl ester